3,3-dimethyl-2-(2,2,2-trifluoroacetylamino)butanamide CC(C(C(=O)N)NC(C(F)(F)F)=O)(C)C